BrC1=CC=C(C=C1)C=1C(=NC(=NC1)NC=1C=NN(C1)C1COC1)NC=1C=C(C=CC1F)NC(C=C)=O N-(3-((5-(4-bromophenyl)-2-((1-(oxetan-3-yl)-1H-pyrazol-4-yl)amino)pyrimidin-4-yl)amino)-4-fluorophenyl)acrylamide